C(C)(C)(C)OC(=O)N1N=CC2=C(C(=C(C=C12)F)Cl)CN1CCCC2=C1N=C(N=C2N2CCN(CC2)C(=O)OC(C)(C)C)S(=O)(=O)C 4-((4-(4-(tert-Butoxycarbonyl)piperazin-1-yl)-2-(methylsulfonyl)-6,7-dihydropyrido[2,3-d]pyrimidin-8(5H)-yl)methyl)-5-chloro-6-fluoro-1H-indazole-1-carboxylic acid tert-butyl ester